BrC=1C=CC(=C(OCCCC#N)C1)C=O 4-(5-bromo-2-formylphenoxy)butyronitrile